10H-spiro[acridine-9,9'-thioxanthene] C1=CC=CC=2SC3=CC=CC=C3C3(C12)C1=CC=CC=C1NC=1C=CC=CC13